furandinitrile O1C(=C(C=C1)C#N)C#N